C(C)(=O)N1CCC(CC1)C1=NN(C2=CC=CC(=C12)C1=C(C=C(C=C1)C)F)CC(=O)NCC(=O)NCC(=O)O 2-(2-{2-[3-(1-acetylpiperidin-4-yl)-4-(2-fluoro-4-methylphenyl)-1H-indazol-1-yl]acetamido}acetamido)acetic acid